[Mg].COCCOC ethylene glycol dimethyl ether magnesium